O=C(CNC(CC1=CC=CC=C1)=O)C1=CC=C(C=C1)C1=NOC(=N1)C(F)(F)F N-(2-oxo-2-(4-(5-(trifluoromethyl)-1,2,4-oxadiazol-3-yl)phenyl)ethyl)-2-phenylacetamide